N[Mn] monoaminomanganese